N1(CCCCC1)CCC(=O)N1CCN(C2=CC=CC=C12)CC=1C=NC=CC1 3-(piperidin-1-yl)-1-(4-(pyridin-3-ylmethyl)-3,4-dihydroquinoxaline-1(2H)-yl)propan-1-one